methyl 3-ethylthiolpropionate C(C)C1=C(SC=C1)CCC(=O)OC